pentadecylcyclopropanecarboxylic acid C(CCCCCCCCCCCCCC)C1(CC1)C(=O)O